hexafluoro-2-hydroxypropan FC(C(C(F)(F)F)O)(F)F